N-[(1R)-2-[(3-aminocyclobutyl)amino]-1-methyl-2-oxo-ethyl]-2-chloro-4-[[3-[1-(cyanomethyl)-3-(trifluoromethyl)pyrazol-4-yl]imidazo[1,2-a]pyrazin-8-yl]amino]benzamide NC1CC(C1)NC([C@@H](C)NC(C1=C(C=C(C=C1)NC=1C=2N(C=CN1)C(=CN2)C=2C(=NN(C2)CC#N)C(F)(F)F)Cl)=O)=O